C(C=C)(=O)N1CCC2(CC1)CC=C(CC2)C=2N=C(C1=C(N2)N(C=C1C#N)C)N (3-propenoyl-3-azaspiro[5.5]undec-8-en-9-yl)-4-amino-7-methyl-7H-pyrrolo[2,3-d]pyrimidine-5-carbonitrile